1,3,6,8-tetrakis(4-formylphenyl)-pyrene C(=O)C1=CC=C(C=C1)C1=CC(=C2C=CC3=C(C=C(C4=CC=C1C2=C34)C3=CC=C(C=C3)C=O)C3=CC=C(C=C3)C=O)C3=CC=C(C=C3)C=O